3-(3-(3-bromo-2-methylphenoxy)phenyl)propanal BrC=1C(=C(OC=2C=C(C=CC2)CCC=O)C=CC1)C